2-(2,2-difluorobenzo[d][1,3]dioxol-5-yl)-5,7-dimethoxy-4H-chromen-4-one FC1(OC2=C(O1)C=CC(=C2)C=2OC1=CC(=CC(=C1C(C2)=O)OC)OC)F